C(C1=CC=CC=C1)N1CC2(C(C1)CO)CCN(CC2)CC2=NC=CC=C2 (2-benzyl-8-(pyridin-2-ylmethyl)-2,8-diazaspiro[4.5]decan-4-yl)methanol